COC(C(=O)N(C1CCC=2C1=NC=CC2)CC=2C=CC1=C(N=CS1)C2)=O 2-((Benzo[d]thiazol-5-ylmethyl)(6,7-dihydro-5H-cyclopenta[b]pyridin-7-yl)amino)-2-oxoacetic acid methyl ester